R-t-butanol C(C)(C)(C)O